ClCCC(=C(C1=CC=CC=C1)C1=CC=C(OCCN2CCC(CC2)CN2CC3N(C(C2)C3)C=3C=C2CN(CC2=CC3)C3C(NC(CC3)=O)=O)C=C1)C1=CC=CC=C1 5-(3-((1-(2-(4-(4-chloro-1,2-diphenylbut-1-en-1-yl)phenoxy)ethyl)piperidin-4-yl)methyl)-3,6-diazabicyclo[3.1.1]heptane-6-yl)-2-(2,6-dioxopiperidin-3-yl)isoindoline